(2,2-difluoroethyl)-6-fluoro-N-(3-fluoro-5-((1-methylcyclopropyl)ethynyl)phenyl)-[1,2,4]triazolo[4,3-a]quinazolin-5-amine FC(CC1=NN=C2N1C1=CC=CC(=C1C(=N2)NC2=CC(=CC(=C2)C#CC2(CC2)C)F)F)F